NC1=NC=C(C2=C1C(=NN2C2CNCC2)C#CC2=CC1=C(N(C=N1)C)C=C2)C(CC)=O 3-(4-amino-3-((1-methyl-1H-benzo[d]imidazol-5-yl)ethynyl)-7-propionyl-1H-pyrazolo[4,3-c]pyridin-1-yl)pyrrolidin